2-(2-amino-ethylamino)propyl-trimethoxysilane NCCNC(C[Si](OC)(OC)OC)C